nickel aminochromate N[Cr](=O)(=O)([O-])[O-].[Ni+2]